CIS-3-Benzyl-8-dimethylamino-8-phenyl-1,3-diazaspiro[4.5]decan C(C1=CC=CC=C1)N1CNC2(C1)CCC(CC2)(C2=CC=CC=C2)N(C)C